(4'-methoxy-[1,1'-biphenyl]-3-yl)-N-methyl-8-vinyl-[1,2,4]triazolo[4,3-a]quinazolin-5-amine COC1=CC=C(C=C1)C1=CC(=CC=C1)C1=NN=C2N1C1=CC(=CC=C1C(=N2)NC)C=C